C(CCCCC)OP(=O)(OCCCCCC)[O-].C(CCCCCCCCCCC)[NH3+] dodecyl-ammonium dihexylphosphate